tert-butyl (2S,5S)-9-chloro-7-fluoro-2,3-dihydro-2,5-methanobenzo[f][1,4]oxazepine-4(5H)-carboxylate ClC1=CC(=CC=2[C@H]3N(C[C@@H](OC21)C3)C(=O)OC(C)(C)C)F